N-[(1S)-5-[2-(2-aminopyridin-3-yl)-6-cyclopropylimidazo[4,5-b]pyridin-3-yl]-2,3-dihydro-1H-inden-1-yl]acetamide NC1=NC=CC=C1C1=NC=2C(=NC=C(C2)C2CC2)N1C=1C=C2CC[C@@H](C2=CC1)NC(C)=O